F[C@@H]1CCCNC1 5-fluoro-(3R,5R)-piperidin